(1R,2R)-2-((dimethylamino)methyl)-N-(2-(2-methoxyphenyl)-1-methyl-1H-pyrrolo[2,3-c]pyridin-5-yl)cyclopropane-1-carboxamide CN(C)C[C@H]1[C@@H](C1)C(=O)NC=1C=C2C(=CN1)N(C(=C2)C2=C(C=CC=C2)OC)C